2-(4-methylphenylsulfonyloxy-imino)thiophene CC1=CC=C(C=C1)S(=O)(=O)ON=C1SC=CC1